FC1=C(C=C2C(=C(N(C2=C1F)C)C1=NC(=NN1)C(=O)N(C)C)N1C=NC=C1)OC 5-(6,7-difluoro-3-(1H-imidazol-1-yl)-5-methoxy-1-methyl-1H-indol-2-yl)-N,N-dimethyl-1H-1,2,4-triazole-3-carboxamide